FC=1C=C2C(=CNC2=CC1)C=C(C(=O)O)S 3-(5-fluoro-1H-indol-3-yl)-2-mercapto-2-propenoic acid